FC1=C(OC2=C3C(=NC=C2)N(C=C3C#N)COCC[Si](C)(C)C)C(=CC(=C1)[N+](=O)[O-])F 4-(2,6-difluoro-4-nitrophenoxy)-1-{[2-(trimethylsilyl)ethoxy]methyl}-1H-pyrrolo[2,3-b]pyridine-3-carbonitrile